2,3-dimethylfuryl-maleic anhydride CC=1OC=C(C1C)/C=1/C(=O)OC(\C1)=O